[Cl-].C(CCC)O[Si](CCC[N+](C)(CCCCCCCCC)CCCCCCCCC)(OCCCC)OCCCC 3-(tributoxysilyl)propyl-di-n-nonylmethyl-ammonium chloride